N1(CCC1)CC1(CC1)NC([C@@H](C)C1=C(C=CC=C1)Cl)=O (S)-N-(1-(azetidin-1-ylmethyl)cyclopropyl)-2-(2-chlorophenyl)propanamide